C(C)(C)(C)C1=CC=CC2=C(C3=CC=CC=C3C=C12)OC(=O)C1C(C2C(=CC1C2)C)C(=O)O 4-(Tert-butyl)-9-[2-carboxy(3,6-methano-4-methyl-4-cyclohexenyl)]carbonyloxyanthracene